N-((3-(1-(cyclopropylmethyl)-1H-pyrazol-3-yl)-4'-fluoro-[1,1'-biphenyl]-4-yl)methyl)acrylamide C1(CC1)CN1N=C(C=C1)C=1C=C(C=CC1CNC(C=C)=O)C1=CC=C(C=C1)F